ClC1=CC=C(C=N1)CN(C(C)=NC#N)C N-[(6-chloropyridin-3-yl)methyl]-N'-cyano-N-methylethanimidamide